CC1(C2CC(C(C1)C2)[Si](OCC)(C)C)C(=O)O[Si](C)(C)C(C)(C)C 2-methyl-2-tert-butyldimethylsiloxycarbonyl-5-dimethylethoxysilylnorbornane